ethyl 2,3-di-[(R)-3-decanoyloxytetradecanoylamino]-2,3-dideoxy-4-O-sulfoxy-β-D-allopyranoside C(CCCCCCCCC)(=O)O[C@@H](CC(=O)N[C@H]1[C@H](OCC)O[C@@H]([C@H]([C@H]1NC(C[C@@H](CCCCCCCCCCC)OC(CCCCCCCCC)=O)=O)OOS(=O)(=O)O)CO)CCCCCCCCCCC